Cl.ClC1=CC2=C(C(C3=C(N(S2(=O)=O)C)C=CC=C3)NCCCCCCC(=O)O)C=C1F 7-((3-chloro-2-fluoro-6-methyl-5,5-dioxido-6,11-dihydrodibenzo[c,f][1,2]thiazepin-11-yl)amino)heptanoic acid hydrochloride salt